S1C(=NC2=C1C=CC=C2)S(=O)(=O)Cl benzo[d]Thiazole-2-sulfonyl chloride